5-(2,4-Dihydroxy-5-isopropylphenyl)-N-ethyl-4-(4-(morpholinomethyl)phenyl)isoxazole-3-carboxamide OC1=C(C=C(C(=C1)O)C(C)C)C1=C(C(=NO1)C(=O)NCC)C1=CC=C(C=C1)CN1CCOCC1